N1N=CC(=C1)C1=CC=C(C=C1)N1C(C2(CC1)NC1=CC(=CC=C1C2)OCC2CC2)=O (4-(1H-pyrazol-4-yl)phenyl)-6-(cyclopropylmethoxy)spiro[indoline-2,3'-pyrrolidin]-2'-one